2-[4-[3-[1-(5-chloropyrimidin-2-yl)-4-piperidyl]propoxy]-2-fluoro-phenyl]-N-[5-[[2-hydroxy-1-(hydroxymethyl)ethyl]amino]pentyl]-acetamide ClC=1C=NC(=NC1)N1CCC(CC1)CCCOC1=CC(=C(C=C1)CC(=O)NCCCCCNC(CO)CO)F